N-(7-Cyclopropylbenzo[d]isoxazol-3-yl)-N-((2,4-dimethoxybenzyl)oxy)-5-ethyl-2-methoxybenzenesulfonamide C1(CC1)C1=CC=CC=2C(=NOC21)N(S(=O)(=O)C2=C(C=CC(=C2)CC)OC)OCC2=C(C=C(C=C2)OC)OC